8-cyclopentyl-6-(difluoromethyl-d)-2-((1-(methylsulfonyl)piperidin-4-yl-4-d)-amino)pyrido[2,3-d]pyrimidin-7(8H)-one C1(CCCC1)N1C(C(=CC2=C1N=C(N=C2)NC2(CCN(CC2)S(=O)(=O)C)[2H])C([2H])(F)F)=O